2,5-dioxopyrrolidin-1-yl (2S)-2-({[(9H-fluoren-9-yl)methoxy]carbonyl}amino)-4-methylpentanoate C1=CC=CC=2C3=CC=CC=C3C(C12)COC(=O)N[C@H](C(=O)ON1C(CCC1=O)=O)CC(C)C